4,5-dichloro-valeronitrile ClC(CCC#N)CCl